CN1N=CC=2N=C(N=C(C21)NCC2=CC=C(C=C2)B(O)O)\C=C\C=2C=NC=CC2 4-[([1-methyl-5-[(E)-2-(pyridin-3-yl)ethenyl]pyrazolo[4,3-d]pyrimidin-7-yl]amino)-methyl]phenylboronic acid